N[C@H](C(=O)N1[C@@H]([C@H]2C([C@H]2C1)(C)C)C(=O)N[C@@H](C[C@H]1C(NC2(CC2)C1)=O)C#N)C(C)(C)C (1R,2S,5S)-3-((S)-2-amino-3,3-dimethylbutanoyl)-N-((S)-1-cyano-2-((R)-5-oxo-4-azaspiro[2.4]heptan-6-yl)ethyl)-6,6-dimethyl-3-azabicyclo[3.1.0]hexane-2-carboxamide